5-(4-methyl-1H-imidazol-1-yl)phenol CC=1N=CN(C1)C=1C=CC=C(C1)O